CC1=C(C=CC(=C1)C(=O)O)C(=O)O 2-methyl-benzene-1,4-dicarboxylic acid